F[C@H]1[C@H](C1)NC1=NC=CC(=C1)CN1C(N(C(C1(C)C)=O)C1=CC=C(C=C1)C1(CC1)C(F)(F)F)=O 1-((2-(((1S,2R)-2-fluorocyclopropyl)amino)pyridin-4-yl)methyl)-5,5-dimethyl-3-(4-(1-(trifluoromethyl)cyclopropyl)phenyl)imidazolidine-2,4-dione